OC(CNC(C=C)=O)CC N-(2-hydroxy-butyl)acrylamide